C(C)(=O)N1CC(OC2=C1C=CC=C2)CC(=O)N2C(CC(C2)F)C(=O)NC(C2=CC=C(C=C2)C(C)C)C2=CC=CC=C2 1-[2-(4-acetyl-3,4-dihydro-2H-1,4-benzoxazin-2-yl)acetyl]-4-fluoro-N-{phenyl-[4-(prop-2-yl)phenyl]methyl}pyrrolidine-2-carboxamide